phenyl (5-chloro-2-fluoro-4-methylphenyl)carbamate ClC=1C(=CC(=C(C1)NC(OC1=CC=CC=C1)=O)F)C